FC1(CCN(CC1)CC1=CC=C(CNC2=C3C(N(C(=NC3=CC=C2)C)C2C(NC(CC2)=O)=O)=O)C=C1)F 3-(5-((4-((4,4-difluoropiperidin-1-yl)methyl)benzyl)amino)-2-methyl-4-oxoquinazolin-3(4H)-yl)piperidine-2,6-dione